tert-butyl N-[4-[[4-[2-[3-(2,4-dioxohexahydropyrimidin-1-yl)imidazo[1,2-a]pyridin-7-yl]ethynyl]-1-piperidyl]methyl]cyclohexyl]carbamate O=C1N(CCC(N1)=O)C1=CN=C2N1C=CC(=C2)C#CC2CCN(CC2)CC2CCC(CC2)NC(OC(C)(C)C)=O